C(C)(C)CC(C)O isopropyl-(2-propanol)